P(=O)(O)(O)O[C@H]1[C@]([C@@H](O[C@@H]1CO)N1C(=O)N=C(N)C=C1)(O)F.C(C(=C)C)(=O)OCC(COC1=C(C=CC=C1)C(C)(C)C1=C(C=CC=C1)OCC(COC(C(=C)C)=O)O)O 2,2-bis[(3-methacryloyloxy-2-hydroxypropyloxy)phenyl]propane 2'-fluorocytidine-3'-phosphate